2-(3-((2S,5R)-2,5-dimethylmorpholino)-5-methyl-1,2,4-triazin-6-yl)-5-(trifluoromethyl)phenol C[C@@H]1OC[C@H](N(C1)C=1N=NC(=C(N1)C)C1=C(C=C(C=C1)C(F)(F)F)O)C